[Li].NCCS(=O)(=O)O 2-aminoethanesulfonic acid lithium